ClC1=CC=C(C=C1)C1=NN(C(C(=C1)C(=O)N[C@@H]1[C@@H](CCC1)O)=O)C1=CN=NC=C1 3-(4-chlorophenyl)-N-[(1S,2R)-2-hydroxycyclopentyl]-6-oxo-6H-1,4'-bipyridazine-5-carboxamide